C(C=C)(=O)O.C(C=C)(=O)O.C(CCCCCCCCC)O decanol diacrylate